1-benzyl-4-(benzyloxy)-3-(trifluoromethyl)pyrrolidine-3-carboxylic acid ethyl ester C(C)OC(=O)C1(CN(CC1OCC1=CC=CC=C1)CC1=CC=CC=C1)C(F)(F)F